(6S)-5-[(2S)-2-(1-methylcyclopropyl)-2-[(2,2,2-trifluoroacetyl)amino]acetyl]-5-azaspiro[2.4]heptane-6-carboxylic acid HCl Cl.CC1(CC1)[C@@H](C(=O)N1CC2(CC2)C[C@H]1C(=O)O)NC(C(F)(F)F)=O